NC1=C(C=CC(=C1F)NCC1=CC=C(C=C1)C(F)(F)F)NC([C@H]([C@@H](CCCCCC)F)F)=O (2R,3R)-N-(2-Amino-3-fluoro-4-((4-(trifluoromethyl)benzyl)amino)phenyl)-2,3-difluorononanamid